1,5-bis[[tert-butyl(dimethyl)silyl]oxymethyl]-8-oxabicyclo[3.2.1]oct-6-en-3-ol [Si](C)(C)(C(C)(C)C)OCC12CC(CC(C=C1)(O2)CO[Si](C)(C)C(C)(C)C)O